COC(C)(OC)C1=C(C=O)C=CC=C1 2-(1,1-Dimethoxyethyl)benzaldehyde